FC=1C(=C(C=C(C1)C(C)C)[C@H](C(=O)O)N1C[C@H](CC1)N(CCCCC1=NC=2NCCCC2C=C1)C)OC (R)-2-(3-fluoro-5-isopropyl-2-methoxyphenyl)-2-((S)-3-(methyl(4-(5,6,7,8-tetrahydro-1,8-naphthyridin-2-yl)butyl)amino)pyrrolidin-1-yl)acetic acid